tert-butyl (((9H-fluoren-9-yl) methoxy) carbonyl)-L-alanyl-L-alaninate C1=CC=CC=2C3=CC=CC=C3C(C12)COC(=O)N[C@@H](C)C(=O)N[C@@H](C)C(=O)OC(C)(C)C